4-(7-(2-cyclopropyl-5-isopropoxy-4-methylbenzyl)-2,7-diazaspiro[3.5]non-2-yl)benzoic acid C1(CC1)C1=C(CN2CCC3(CN(C3)C3=CC=C(C(=O)O)C=C3)CC2)C=C(C(=C1)C)OC(C)C